1-(2-methoxyethyl)-N-(6-(thiazol-5-yl)isoquinolin-3-yl)piperidine-4-carboxamide COCCN1CCC(CC1)C(=O)NC=1N=CC2=CC=C(C=C2C1)C1=CN=CS1